FC1=CC=C(C(=O)NC2=CC=C(C3=CC=CC=C23)CNC(CC(C)C)=O)C=C1 4-Fluoro-N-(4-((3-methylbutanamidyl)methyl)naphthalen-1-yl)benzamide